FC(CC=CP(OC)=O)(F)F methyl (2,2,2-trifluoroethyl)vinylphosphinate